4-Butanesultone [(2R,3S,5R)-5-(6-amino-2-fluoro-purin-9-yl)-2-ethynyl-3-(4-methylbenzoyl)oxy-tetrahydrofuran-2-yl]methyl-4-methylbenzoate NC1=C2N=CN(C2=NC(=N1)F)[C@H]1C[C@@H]([C@@](O1)(C#C)COC(C1=CC=C(C=C1)C)=O)OC(C1=CC=C(C=C1)C)=O.C1CCCOS1(=O)=O